C(#N)C1=CC(=NC=C1)N1[C@@H](CCC1=O)C(=O)N(C1=CC(=CC(=C1)F)F)[C@]1(CCC2=CC=CC=C12)C(NC1CC(C1)(F)F)=O (S)-1-(4-cyanopyridin-2-yl)-N-((S)-1-(3,3-difluorocyclobutylcarbamoyl)-2,3-dihydro-1H-inden-1-yl)-N-(3,5-difluorophenyl)-5-oxopyrrolidine-2-carboxamide